1-(2-isopropyl-4-methyl-3-pyridyl)pyrido[2,3-d]pyrimidin-2-one C(C)(C)C1=NC=CC(=C1N1C(N=CC2=C1N=CC=C2)=O)C